BrC=1C=C(C2=C(NC(O2)=O)C1)Cl 5-bromo-7-chloro-2-oxo-2,3-dihydrobenzo[d]oxazole